5-(3-(3-ethyl-2,4-dioxo-1,2,3,4-tetrahydroquinazolin-7-yl)benzoylamino)-6-fluoro-N-methylpyridinecarboxamide C(C)N1C(NC2=CC(=CC=C2C1=O)C=1C=C(C(=O)NC=2C=CC(=NC2F)C(=O)NC)C=CC1)=O